FC(C1=CC=C2C(=N1)NC=C2S(=O)(=O)NC2=NC(=C(C(=N2)OC)OC(CF)(F)F)OC)F 6-(difluoromethyl)-N-[4,6-dimethoxy-5-(1,1,2-trifluoroethoxy)pyrimidin-2-yl]-1H-pyrrolo[2,3-b]pyridine-3-sulfonamide